3-((triisopropylsilyl)ethynyl)-6,7-dihydropyrido[3,4-f]pyrimido[5',4':4,5]pyrrolo[1,2-d][1,4]oxazepine-12-amine C(C)(C)[Si](C(C)C)(C(C)C)C#CC1=CC2=C(C=3N(CCO2)C2=C(C3)C(=NC=N2)N)C=N1